N-(3-cyanophenyl)-3,5-bis(2-hydroxyethoxy)benzamide C(#N)C=1C=C(C=CC1)NC(C1=CC(=CC(=C1)OCCO)OCCO)=O